CN1CCN(CC1)C1=NC=CC(=C1)NC=1C=C2C(=NC1)NC=C2C=2C=C1C(=NC=NC1=CC2)OC2CCN(CC2)C N-(2-(4-methylpiperazin-1-yl)pyridin-4-yl)-3-(4-((1-methylpiperidin-4-yl)oxy)quinazolin-6-yl)-1H-pyrrolo[2,3-b]pyridin-5-amine